[Si](C1=CC=CC=C1)(C1=CC=CC=C1)(C(C)(C)C)OCCCCCN1N=C2C=C(C(=CC2=C1)NC(=O)C1=NC(=CC=C1)C(F)(F)F)C(C)(C)O N-[2-[5-[tert-butyl(diphenyl)silyl]oxypentyl]-6-(1-hydroxy-1-methyl-ethyl)indazol-5-yl]-6-(trifluoromethyl)pyridine-2-carboxamide